NC1=NC=2C=C(C=CC2C2=C1N=C(N2CC(C)(O)C)CCCC)CC2=CC=C(C=C2)CCN 1-(4-amino-7-(4-(2-aminoethyl)benzyl)-2-butyl-1H-imidazo[4,5-c]quinolin-1-yl)-2-methylpropan-2-ol